4-methoxy-N-(pentyl-4-d)benzenesulfonamide COC1=CC=C(C=C1)S(=O)(=O)NCCCC(C)[2H]